ClC=1C(=C(CN2[C@@H](C[C@@](CC2)(C(=O)O)CC2=NC(=CC(=C2F)C2CCC2)NC2=NNC(=C2)C)CC)C=CC1)F (2R,4R)-1-(3-chloro-2-fluorobenzyl)-4-((4-cyclobutyl-3-fluoro-6-((5-methyl-1H-pyrazol-3-yl)amino)pyridin-2-yl)methyl)-2-ethyl-piperidine-4-carboxylic acid